[Cu](Cl)Cl.[Si](=O)=O silicon dioxide copper chloride